2-(2-fluoro-4-methylphenyl)-5-(1-methyl-1H-pyrazol-4-yl)-1H-pyrrole-3-carboxamide FC1=C(C=CC(=C1)C)C=1NC(=CC1C(=O)N)C=1C=NN(C1)C